C(CCCCCCCCCCC)C1=C(C(=O)[O-])C=C(C(=C1O)O)O LAURYL-GALLAT